(((5,8-dihydroxy-9,10-dioxo-9,10-dihydroanthracene-1,4-diyl)bis(azanediyl))bis(4,1-phenylene))bis(ethane-2,1-diyl) diacrylate C(C=C)(=O)OCCC1=CC=C(C=C1)NC1=CC=C(C=2C(C3=C(C=CC(=C3C(C12)=O)O)O)=O)NC1=CC=C(C=C1)CCOC(C=C)=O